bromolithium Br[Li]